2-((benzyloxy)methyl)-3,4,5,6-tetrafluoro-N,N-dimethylbenzenesulfonamide C(C1=CC=CC=C1)OCC1=C(C(=C(C(=C1F)F)F)F)S(=O)(=O)N(C)C